OC[C@H]1CC2(OCCO2)CCN1C(=O)OCC1=CC=CC=C1 benzyl (R)-7-(hydroxymethyl)-1,4-dioxa-8-azaspiro[4.5]decane-8-carboxylate